3-methyl-N-(3-methyl-1-(6-methyl-4-oxo-3,4-dihydro-quinazolin-2-yl)-1H-pyrazol-5-yl)benzamide CC=1C=C(C(=O)NC2=CC(=NN2C2=NC3=CC=C(C=C3C(N2)=O)C)C)C=CC1